tris(4-tert-butylphenyl)hexylborate C(C)(C)(C)C1=CC=C(C=C1)C(CCCCCOB([O-])[O-])(C1=CC=C(C=C1)C(C)(C)C)C1=CC=C(C=C1)C(C)(C)C